9-bromo-6,7-dichloro-2-ethyl-3,4-dihydropyrazino[1,2-a]indol-1-one BrC=1C=2C=C3N(C2C(=C(C1)Cl)Cl)CCN(C3=O)CC